1-(6-((4-(4-amino-3-(4-phenoxyphenyl)-1H-pyrazolo[3,4-d]pyrimidin-1-yl)piperidin-1-yl)methyl)pyrazin-2-yl)dihydropyrimidine-2,4(1H,3H)-dione NC1=C2C(=NC=N1)N(N=C2C2=CC=C(C=C2)OC2=CC=CC=C2)C2CCN(CC2)CC2=CN=CC(=N2)N2C(NC(CC2)=O)=O